C(C1=CC=CC=C1)N1CC2=CC(=NC=C2C=C1)CNC(=O)OC(C)(C)C 2-Benzyl-7-(((tert-butoxycarbonyl)amino)methyl)-2,6-naphthyridine